NC1=CC=C(C=C1)C(C)(C)C1=CC=C(C=C1)C(C)(C)C1=CC=C(C=C1)N α,α'-bis(4-aminophenyl)-p-diisopropylbenzene